9-trimethoxysilyl-3,6-diaza-nonyl acetate C(C)(=O)OCCNCCNCCC[Si](OC)(OC)OC